C(C1=CC=CC=C1)C1=NN=NN1CC1=CC=C(C=C1)C=C 5-benzyl-1-(4-vinylbenzyl)-1H-tetrazole